C1(=CC=CC2=CC=CC=C12)C1OC(OC1)=O 4-naphthyl-1,3-dioxolan-2-one